methyl 4-{5-(1-ethyl-3-methyl-1H-pyrazol-5-yl)-4-[(4-methoxyphenyl)methyl]-4H-1,2,4-triazol-3-yl}-2-methyl-2H-indazole-6-carboxylate C(C)N1N=C(C=C1C=1N(C(=NN1)C=1C2=CN(N=C2C=C(C1)C(=O)OC)C)CC1=CC=C(C=C1)OC)C